tert-butyl 7-methyl-2,3-dihydro-4H-pyrido[4,3-b][1,4]oxazine-4-carboxylate CC1=CC=2OCCN(C2C=N1)C(=O)OC(C)(C)C